OC=1C=C(C#N)C=CC1C1=NN=C(C2=CC=CC=C12)N[C@H]1CN(CCC1)C (R)-3-hydroxy-4-(4-((1-methylpiperidin-3-yl)amino)phthalazin-1-yl)benzonitrile